N1CC(C1)C=1C=CC(=NC1)N1CC(CC1)C(F)(F)F (-)-5-(azetidin-3-yl)-2-[3-(trifluoromethyl)pyrrolidin-1-yl]Pyridine